NC1=C(C=C(C(=N1)F)C1=NC(=C(C=C1)C1CCOCC1)CN(C)CC)C=1C=C2CCNC(C2=CC1)=O 6-(6'-amino-6-((ethyl(methyl)amino)meth-yl)-2'-fluoro-5-(tetrahydro-2H-pyran-4-yl)-[2,3'-bipyridin]-5'-yl)-3,4-dihydroisoquinolin-1(2H)-one